ClC1=NC=C(C(=C1)N[C@H](CCOC1=C(C=NN1C)C1=NC=CC(=N1)N)C)C1=NN(C(=C1)C(F)(F)F)C (S)-2-(5-(3-((2-chloro-5-(1-methyl-5-(trifluoromethyl)-1H-pyrazol-3-yl)pyridin-4-yl)amino)butoxy)-1-methyl-1H-pyrazol-4-yl)pyrimidin-4-amine